N-((2S,3R)-3-hydroxy-1-(((R)-3-methyl-1-((1R,7R)-11-methyl-2,6-dioxo-3,5,9-trioxa-11-aza-4-borabicyclo[5.3.1]undecan-4-yl)butyl)amino)-1-oxobutan-2-yl)-6-phenylpicolinamide O[C@@H]([C@@H](C(=O)N[C@@H](CC(C)C)B1OC([C@H]2COC[C@H](C(O1)=O)N2C)=O)NC(C2=NC(=CC=C2)C2=CC=CC=C2)=O)C